FC1=C(C(=O)NC=2OC(=NN2)C)C=CC(=C1[S@](=O)CCC)C(F)(F)F 2-Fluoro-N-(5-methyl-1,3,4-oxadiazol-2-yl)-3-[(R)-propylsulfinyl]-4-(trifluoromethyl)benzamid